ClC=1C=C(C(=O)N[C@H](CNC(=O)[C@@H]2OC(OCC2(C)C)(C)C)C)C=CC1F (R)-2,2,5,5-Tetramethyl-[1,3]dioxane-4-carboxylic acid [(S)-2-(3-chloro-4-fluoro-benzoylamino)-propyl]-amide